8-acetyl-3,6-dimethyl-2-(1,4-oxazepan-4-yl)quinazolin-4(3H)-one C(C)(=O)C=1C=C(C=C2C(N(C(=NC12)N1CCOCCC1)C)=O)C